((S)-pyrrolidin-3-yloxy)-8,9-dihydrofuro[2,3-h]quinazolin-4-amine N1C[C@H](CC1)OC1=NC2=C3C(=CC=C2C(=N1)N)OCC3